N-[4-[(6,7-Dimethoxy-1,5-naphthyridin-4-yl)oxy]-3-fluorophenyl]-5-(furan-3-yl)-4-hydroxy-2-methylpyridine-3-carboxamide COC=1N=C2C(=CC=NC2=CC1OC)OC1=C(C=C(C=C1)NC(=O)C=1C(=NC=C(C1O)C1=COC=C1)C)F